FC=1C(=NC=CC1)N1CCN(CC1)CC1=CC=C2CN(C(C2=C1)=O)N1C(NC(CC1)=O)=O 1-(6-((4-(3-fluoropyridin-2-yl)piperazin-1-yl)methyl)-1-oxoisoindolin-2-yl)dihydropyrimidine-2,4(1H,3H)-dione